CN(CCC(=O)OC1C[C@H](N(C1)CCCCCC(OC(CCCCCC)CCCCCC)=O)C(=O)OCCCCCCCC(OC(CCCCCC)CCCCCC)=O)C 8-oxo-8-(tridecan-7-yloxy)octyl (2S)-4-((3-(dimethylamino)propanoyl) oxy)-1-(6-oxo-6-(tridecan-7-yloxy)hexyl)pyrrolidine-2-carboxylate